CC(CCS(=O)(=O)C=1SC2=C(N1)C=CC=C2)(C)OC2OCCCC2 2-((3-methyl-3-((tetrahydro-2H-pyran-2-yl)oxy)butyl)sulfonyl)benzo[d]thiazole